(5S,7S)-7-fluoro-5-phenyl-2-(trifluoromethylsulfinyl)-6,7-dihydro-5H-pyrrolo[1,2-b][1,2,4]triazole F[C@H]1C[C@H](N2N=C(N=C21)S(=O)C(F)(F)F)C2=CC=CC=C2